C(C)OP(=O)([O-])[O-].C(CCCCCCCCCCC)[N+](CCO)(C)C.C(CCCCCCCCCCC)[N+](C)(C)CCO dodecyldimethylhydroxyethylammonium-ethyl-phosphate salt